CC1=C(C(=O)O)C=C(C=C1)NC=1SC=C(N1)C 2-Methyl-5-((4-methylthiazol-2-yl)amino)benzoic acid